C(C)C(CO)(CCCCCCCCC(CO)(C)CC)C 2,11-diethyl-2,11-dimethyl-dodecane-1,12-diol